(2R,3aS,26aR)-2-(6-amino-2-fluoro-9H-purin-9-yl)-26a-ethynyldocosahydro-2H-furo[3,2-b][1,5]dioxacyclopentacosine-5,24-dione NC1=C2N=CN(C2=NC(=N1)F)[C@H]1C[C@@H]2OC(CCCCCCCCCCCCCCCCCCC(OC[C@]2(O1)C#C)=O)=O